N-(2-(1,1-dioxidotetrahydro-2H-thiopyran-4-yl)ethyl)-N-(2-fluoro-5-aminomethylbenzyl)-3-(trifluoromethyl)-1H-pyrazole-5-carboxamide O=S1(CCC(CC1)CCN(C(=O)C1=CC(=NN1)C(F)(F)F)CC1=C(C=CC(=C1)CN)F)=O